3-(difluoromethyl)-1-methyl-N-(2-(1-methyl-3-(2-(trifluoromethyl)pyridin-4-yl)-1H-pyrazol-5-yl)propan-2-yl)-1H-pyrazole-5-carboxamide FC(C1=NN(C(=C1)C(=O)NC(C)(C)C1=CC(=NN1C)C1=CC(=NC=C1)C(F)(F)F)C)F